NC1=NC=CC=C1C1=NC=2C(=NC(=CC2)C2=CC=CC=C2)N1C1=CC(=C(C=C1)C1CN(C1)C(C)C1=CC=C(C(=O)O)C=C1)F 4-[1-[3-[4-[2-(2-amino-3-pyridyl)-5-phenyl-imidazo[4,5-b]pyridin-3-yl]-2-fluoro-phenyl]azetidin-1-yl]ethyl]benzoic acid